FC1=C(C(=CC=C1C=1CNC(C1)C1(CC1)C)O)N1CC(NS1(=O)=O)=O 5-(2-fluoro-6-hydroxy-3-(5-(1-methylcyclopropyl)-2,5-dihydro-1H-pyrrol-3-yl)phenyl)-1,2,5-thiadiazolidin-3-one 1,1-dioxide